3-[6-(4-fluorophenyl)-4-[(6-methylpyridazin-3-yl)methylamino]quinazolin-8-yl]oxy-pyrrolidine-1-carboxylic acid methyl ester COC(=O)N1CC(CC1)OC=1C=C(C=C2C(=NC=NC12)NCC=1N=NC(=CC1)C)C1=CC=C(C=C1)F